NCC=1C=CC(=NC1)N1CC(NCC1)=O 4-[5-(aminomethyl)-2-pyridinyl]-2-piperazinone